C(C)(C)(C)OC(=O)N1[C@@H](CCC1)C=1C=C(C=C2CCN(CC12)C(=O)C=1C(=NN(C1)C(C)C)C(F)(F)F)Cl (S)-2-[6-chloro-2-[1-isopropyl-3-(trifluoromethyl)-1H-pyrazole-4-carbonyl]-1,2,3,4-tetrahydroisoquinolin-8-yl]pyrrolidine-1-carboxylic acid tert-butyl ester